FC(CN)(F)F TRIFLUORoETHYLAMIN